methyl 2-((5-acrylamido-4-((2-(dimethylamino) ethyl)(methyl) amino)-2-methoxyphenyl) amino)-4-((1-(methylsulfonyl) indolin-7-yl)amino)pyrimidin-5-carboxylate C(C=C)(=O)NC=1C(=CC(=C(C1)NC1=NC=C(C(=N1)NC=1C=CC=C2CCN(C12)S(=O)(=O)C)C(=O)OC)OC)N(C)CCN(C)C